(+-)-2,3,3-TRIMETHYL-1-INDANONE C[C@H]1C(C2=CC=CC=C2C1(C)C)=O |r|